3-methacryloxyoctyl-tris(trimethylsiloxy)silane C(C(=C)C)(=O)OC(CC[Si](O[Si](C)(C)C)(O[Si](C)(C)C)O[Si](C)(C)C)CCCCC